C(C)N(C=1C=NC=CC1)CC N,N-diethylpyridin-3-amine